NC=1C=C(C=CC1)C1=C(C=C(C=C1)C=1CCC(NN1)=O)C 6-(3'-Amino-2-methylbiphenyl-4-yl)-4,5-dihydropyridazin-3(2H)-one